BrC1=CSC2=C1N=C(N=C2NN=CC2=CC(=CC=C2)C)Cl 7-bromo-2-chloro-4-(2-(3-methylbenzylidene)hydrazinyl)thieno[3,2-d]pyrimidine